5-fluoro-1-methyl-2-(4-(methylsulfonyl)phenyl)-6-(1'-(tetrahydro-2H-pyran-4-yl)-[1,4'-bipiperidin]-4-yl)-1H-benzo[d]imidazole FC1=CC2=C(N(C(=N2)C2=CC=C(C=C2)S(=O)(=O)C)C)C=C1C1CCN(CC1)C1CCN(CC1)C1CCOCC1